NC1CCC(CC1)CCC=1C=C(C=CC1C(F)(F)F)C1=NNC(O1)=O 5-[3-{2-[(1R,4s)-4-aminocyclohexyl]ethyl}-4-(trifluoromethyl)phenyl]-1,3,4-oxadiazol-2(3H)-one